C1(CCCCC1)C[C@@H](C(=O)N[C@@H](CC1C(NC2(C1)CCN(CC2)S(=O)(=O)C)=O)C(C(=O)NC2CC2)O)NC(OCC2=CC(=CC=C2)Cl)=O 3-chlorobenzyl ((2S)-3-cyclohexyl-1-(((2S)-4-(cyclopropylamino)-3-hydroxy-1-(8-(methylsulfonyl)-2-oxo-1,8-diazaspiro[4.5]decan-3-yl)-4-oxobutan-2-yl)amino)-1-oxopropan-2-yl)carbamate